O[C@@H]1C[C@@H](N(C1)CC=1C=C(C=CC1)C1=C(C=C(C=C1)S(N)(=O)=O)C)C(=O)N[C@@H](C)C1=CC=C(C(=O)O)C=C1 4-((S)-1-((2R,4R)-4-hydroxy-1-((2'-methyl-4'-sulfamoyl-[1,1'-biphenyl]-3-yl)methyl)pyrrolidine-2-carboxamido)ethyl)benzoic acid